ClC=1C=C2C=NC(=NC2=CC1C1CCC(CC1)(O)C)NC=1C=NN(C1)C1CC1 trans-4-(6-chloro-2-((1-cyclopropyl-1H-pyrazol-4-yl)amino)quinazolin-7-yl)-1-methylcyclohexan-1-ol